1-(4-(1-(4-bromophenyl)cyclobutyl)thiazol-2-yl)-3-(2-hydroxyethyl)urea BrC1=CC=C(C=C1)C1(CCC1)C=1N=C(SC1)NC(=O)NCCO